N'-[9-[(4R,6R)-4-[[hexadecyl(tetrahydropyran-4-yl)amino]oxymethyl]-7-hydroxyl-2,5-dioxabicyclo[2.2.1]heptan-6-yl]purin-6-yl]-N,N-dimethyl-formamidine C(CCCCCCCCCCCCCCC)N(OC[C@@]12COC([C@@H](O1)N1C3=NC=NC(=C3N=C1)N=CN(C)C)C2O)C2CCOCC2